3-chloro-N'-hydroxy-4-methylbenzamidine ClC=1C=C(C(=NO)N)C=CC1C